acrylamidopropyl chloride C(C=C)(=O)NCCCCl